C1(CC1)N(CCO)C=1C2=C(N=C(N1)SC)C(=C(N=C2Cl)Cl)F 2-(cyclopropyl-(5,7-dichloro-8-fluoro-2-(methylthio)pyrido[4,3-d]pyrimidin-4-yl)amino)ethan-1-ol